bis-(t-butylphenyl)iodonium 2,4,6-triisopropylbenzenesulfonate C(C)(C)C1=C(C(=CC(=C1)C(C)C)C(C)C)S(=O)(=O)[O-].C(C)(C)(C)C1=C(C=CC=C1)[I+]C1=C(C=CC=C1)C(C)(C)C